N-methyl[(2,4-dimethoxyphenyl)methyl]amine CNCC1=C(C=C(C=C1)OC)OC